(S*)-(7-fluoro-10,11-dihydrobenzo[6,7]oxepino[3,2-b]pyridin-10-yl)methanamine FC1=CC2=C([C@H](CC3=NC=CC=C3O2)CN)C=C1 |o1:5|